[5-{[2,6-dimethyl-4-(2-phenylethoxy)benzoyl]amino}-2-(tetrahydro-2H-pyran-4-yl)-4-(trifluoromethyl)phenyl]Acetic acid CC1=C(C(=O)NC=2C(=CC(=C(C2)CC(=O)O)C2CCOCC2)C(F)(F)F)C(=CC(=C1)OCCC1=CC=CC=C1)C